C1(CC1)CCN(C1=C2CN(C(C2=CC=C1)=O)C1C(NC(CC1)=O)=O)C1CCC(CC1)NCC1(CC1)S(=O)(=O)C 3-(4-((2-cyclopropylethyl)((1s,4s)-4-(((1-(methylsulfonyl)cyclopropyl)methyl)amino)cyclohexyl)amino)-1-oxoisoindolin-2-yl)piperidine-2,6-dione